3-[(3-aminopropylamino)methyl]-N-[4-[4-[6-chloro-4-(trifluoromethyl)-2-pyridinyl]piperazin-1-yl]sulfonyl-3-methoxyphenyl]benzamide NCCCNCC=1C=C(C(=O)NC2=CC(=C(C=C2)S(=O)(=O)N2CCN(CC2)C2=NC(=CC(=C2)C(F)(F)F)Cl)OC)C=CC1